2-(4,4-difluoro-3-methylpiperidin-1-yl)-6-fluoroquinoline-3-carboxamide FC1(C(CN(CC1)C1=NC2=CC=C(C=C2C=C1C(=O)N)F)C)F